2,4-bis[(dimethylamino)methyl]phenol CN(C)CC1=C(C=CC(=C1)CN(C)C)O